Br(=O)(=O)(=O)[O-] Perbromat